NC(C(COC)N1CC2=CC(=CC=C2[C@H](C1)C)C(=O)NC=1C=NC=C(C1)CC(F)(F)F)=O (4R)-2-[2-amino-1-(methoxymethyl)-2-oxo-ethyl]-4-methyl-N-[5-(2,2,2-trifluoroethyl)-3-pyridyl]-3,4-dihydro-1H-isoquinoline-7-carboxamide